C1(CC1)OC1=C(C(=C(C(=C1F)F)F)F)S(=O)(=O)NC1=CC=C(C=C1)F 2-cyclopropoxy-3,4,5,6-tetrafluoro-N-(4-fluorophenyl)benzenesulfonamide